C(C)C(CCCCOCC(C[SH+]CCC)O)CCCCCCC 3-[5-ethyl-S-(3-dodecoxy-2-hydroxypropyl)sulfonio]-propane